C(CCCCCCCC)(=O)O.C(C)NCC diethylamine pelargonate